[(2S,3R)-1-benzyl-3-methylazetidin-2-yl]methanol C(C1=CC=CC=C1)N1[C@@H]([C@@H](C1)C)CO